tert-butyl 3-(2-(2-chloroacetylamino)-1-hydroxyethyl)azetidine-1-carboxylate ClCC(=O)NCC(O)C1CN(C1)C(=O)OC(C)(C)C